4-methoxyphenyl-acetophenone COC1=CC=C(C=C1)CC(=O)C1=CC=CC=C1